FC1=C(/C=C/C2=NC=CC=C2)C=C(C(=C1OC)C(C)C)OC (E)-2-(2-fluoro-4-isopropyl-3,5-dimethoxystyryl)pyridine